7-(8-Methoxy-2-methylimidazo[1,2-b]pyridazin-6-yl)-2-[(3S,4R)-3-fluoro-4-piperidyl]thiazolo[3,2-a]pyrimidin-5-on COC=1C=2N(N=C(C1)C=1N=C3N(C(C1)=O)C=C(S3)[C@H]3[C@@H](CNCC3)F)C=C(N2)C